(3β)-cholest-5-en-3-yl 2-chloroacetate ClCC(=O)O[C@@H]1CC2=CC[C@H]3[C@@H]4CC[C@H]([C@@H](CCCC(C)C)C)[C@]4(CC[C@@H]3[C@]2(CC1)C)C